N-(4-(trifluoromethyl)phenyl)-2-(5-vinyl-1,3,4-oxadiazol-2-yl)aniline FC(C1=CC=C(C=C1)NC1=C(C=CC=C1)C=1OC(=NN1)C=C)(F)F